17-(cyclopropylmethyl)-4,5alpha-epoxy-3,14-dihydroxymorphinan-6-one C1(CC1)CN1[C@H]2[C@@]3(CCC([C@H]4[C@@]3(C=3C(=C(C=CC3C2)O)O4)CC1)=O)O